S1C(=CC=C1)C1=CC=C(CNC(=O)C2CNCCC2)C=C1 N-(4-(thiophen-2-yl)benzyl)piperidine-3-carboxamide